N-(2-chloro-4-(1-methyl-1H-indol-3-yl)pyrimidin-5-yl)isobutyramide ClC1=NC=C(C(=N1)C1=CN(C2=CC=CC=C12)C)NC(C(C)C)=O